OC1=C(C(=O)N(CCCCCCCC)CCCCCCCC)C=C(C=C1)[N+](=O)[O-] 2-hydroxy-5-nitro-N,N-dioctylbenzamide